chloro-5-methyl-pyrazole-3-carboxylic acid ClC=1C(=NNC1C)C(=O)O